C(C1=CC=CC=C1)N1N=C(C(=C1C)F)C(=O)N[C@@H]1C(NC2=C(OC1)C=CC=C2)=O (S)-1-benzyl-4-fluoro-5-methyl-N-(4-oxo-2,3,4,5-tetrahydrobenzo[b][1,4]oxazepin-3-yl)-1H-pyrazole-3-carboxamide